3-(sec-butyl)-4-(2-hydroxy-3-methylbutanoyl)-1,3,4,5-tetrahydro-2H-benzo[1,4]diazepin-2-one C(C)(CC)C1C(NC2=C(CN1C(C(C(C)C)O)=O)C=CC=C2)=O